C1C(=C(C(=O)C[C@@]1(CO)O)[O-])O The molecule is an organic anion obtained by deprotonation of one of the hydroxy groups of (R)-demethyl-4-deoxygadusol. It is the major microspecies at pH 7.3 (according to Marvin v 6.2.0.). It is a conjugate base of a (R)-demethyl-4-deoxygadusol.